4-[8-({8-fluoro-2-methylimidazo[1,2-a]pyridin-6-yl}carbamoyl)quinoxalin-5-yl]-3,6-dihydro-2H-pyridine-1-carboxylic acid tert-butyl ester C(C)(C)(C)OC(=O)N1CCC(=CC1)C1=C2N=CC=NC2=C(C=C1)C(NC=1C=C(C=2N(C1)C=C(N2)C)F)=O